(-)-1-(3-(aminomethyl)phenyl)-N-(3-(3-cyclopropyl-1-hydroxy-1-(pyridin-3-yl)propyl)phenyl)-3-(trifluoromethyl)-1H-pyrazole-5-carboxamide NCC=1C=C(C=CC1)N1N=C(C=C1C(=O)NC1=CC(=CC=C1)C(CCC1CC1)(C=1C=NC=CC1)O)C(F)(F)F